pentaerythritol tetra(3-sulfhydryl butyrate) SC(CC(=O)OCC(COC(CC(C)S)=O)(COC(CC(C)S)=O)COC(CC(C)S)=O)C